C(#N)CC1=CC(=C(C=C1B1OC(C(O1)(C)C)(C)C)NC(C(F)(F)F)=O)F N-(4-(cyanomethyl)-2-fluoro-5-(4,4,5,5-tetramethyl-1,3,2-dioxaborolan-2-yl)phenyl)-2,2,2-trifluoroacetamide